C(CC#C)(=O)N but-3-ynamide